BrC1=CC=CC(=N1)C1=NN=C2COCC(N21)C 3-(6-Bromopyridin-2-yl)-5-methyl-5,6-dihydro-8H-[1,2,4]triazolo[3,4-c][1,4]oxazine